CN1CCN(CC1)C=1N=CC(=NC1)N 5-(4-methylpiperazin-1-yl)pyrazin-2-amine